CC(C)(C)S(=O)(=O)NC1=C(C(=O)NC23CCC(CC2)(CC3)C(=O)O)C=C(C=C1)C(F)(F)F 4-(2-((1,1-dimethylethyl)sulfonamido)-5-(trifluoromethyl)benzamido)bicyclo[2.2.2]octane-1-carboxylic Acid